NC1=NC=CC2=CC=C(C=C12)C=1C=C2C(CC3(CCN(CC3)C(=O)OC(C)C)C2=CC1)OC1=C(C=CC=C1)CC(=O)OCC isopropyl 5-(1-aminoisoquinolin-7-yl)-3-(2-(2-ethoxy-2-oxoethyl) phenoxy)-2,3-dihydrospiro[indene-1,4'-piperidine]-1'-carboxylate